2-(2-(2-chloro-4-((5-chloro-4-((2-(dimethylphosphoryl)-4,5-dimethylphenyl)amino)pyrimidin-2-yl)amino)-5-methoxyphenyl)-2-azaspiro[3.5]nonan-7-yl)acetonitrile ClC1=C(C=C(C(=C1)NC1=NC=C(C(=N1)NC1=C(C=C(C(=C1)C)C)P(=O)(C)C)Cl)OC)N1CC2(C1)CCC(CC2)CC#N